3-[1H-benzimidazol-2-yl-[5-fluoro-2-(methoxymethoxy)phenyl]methyl]-6-bromo-5-methoxy-quinazolin-4-one N1C(=NC2=C1C=CC=C2)C(N2C=NC1=CC=C(C(=C1C2=O)OC)Br)C2=C(C=CC(=C2)F)OCOC